CN(C)CC1=C(C(OC2=CC(=CC=C12)OC1=NC=CC=C1F)=O)CC1=C(C(=NC=C1)NS(NC)(=O)=O)F 4-[(dimethylamino)methyl]-3-[[3-fluoro-2-(methylsulfamoylamino)-4-pyridyl]methyl]-7-[(3-fluoro-2-pyridyl)oxy]chromen-2-one